C(C=C)(=O)OCCSC(C)(C)SCCOCCCCCCCC 2-((2-((2-(octyloxy)ethyl)thio)propan-2-yl)thio)ethyl acrylate